ethyl 4-(4,4-difluoro-3-hydroxy-3-phenyl-but-1-ynyl)-2,6-dimethyl-7-oxo-1H-pyrrolo[2,3-c]pyridine-3-carboxylate FC(C(C#CC=1C2=C(C(N(C1)C)=O)NC(=C2C(=O)OCC)C)(C2=CC=CC=C2)O)F